OC=1C=C(C=CC1O)CCN (3,4-dihydroxyphenyl)ethylamine